1,3-di-tert-butoxybutane C(C)(C)(C)OCCC(C)OC(C)(C)C